FC=1C=C2C(C(=C(OC2=C(C1)C(C)NC1=C(C(=O)O)C=CC=C1)C=1C=CC=2N(C1)C=C(N2)C)C)=O 2-[1-[6-Fluoro-3-methyl-2-(2-methylimidazo[1,2-a]pyridin-6-yl)-4-oxo-chromen-8-yl]ethylamino]benzoic acid